COC(=O)C=1C(N(C=CC1O)C)=C=O.O1CCN(CC1)C1=CC=C(C=C1)NC=1N=CC2=C(N1)C(=CS2)C2=CC=C(C=C2)S(=O)(=O)N 4-(2-(4-morpholinophenylamino)thieno[3,2-d]pyrimidin-7-yl)benzene-sulfonamide methyl-4-hydroxy-1-methyl-2-carbonyl-1,2-dihydropyridine-3-carboxylate